C(#N)C1(CC1)N(C(C1=CC=CC=C1)=O)CO N-{1-cyanocyclopropyl}-N-(hydroxymethyl)benzamide